1-(3-fluoro-4-bromophenyl)-piperidin-2-one FC=1C=C(C=CC1Br)N1C(CCCC1)=O